C(C)(C)(C)OC(=O)N(S(=O)(=O)C=1C=CC(=C(C1)C=1N=NN(C1)C1(CC1)C(=O)O)N(CC1=CC=C(C=C1)C(F)(F)F)C(=O)OC(C)(C)C)C 1-[4-[5-[tert-Butoxycarbonyl(methyl)sulfamoyl]-2-[tert-butoxycarbonyl-[[4-(trifluoromethyl)phenyl]methyl]amino]phenyl]triazol-1-yl]cyclopropanecarboxylic acid